tert.butyl-peroxybutaneN C(C)(C)(C)OOC=CCC